3-((3,5-dimethylpyridin-2-yl)oxy)-N-(trans-1,4-dimethylpyrrolidin-3-yl)-2,2-dimethylpropionamide CC=1C(=NC=C(C1)C)OCC(C(=O)N[C@@H]1CN(C[C@H]1C)C)(C)C